C1(=CC=CC=C1)CC(=O)NC=1C=C(C=C(C1)C(F)(F)F)NC(=O)[N-]C1=C[N+](=NO1)CC1CNCCC1 ((3-(2-Phenylacetamido)-5-(trifluoromethyl)-phenyl)carbamoyl)(3-(piperidin-3-ylmethyl)-1,2,3-oxadiazol-3-ium-5-yl)amide